2-amino-3-guanidinopropionate NC(C(=O)[O-])CNC(=N)N